CN(C1=C(C(=C(C=C1)OC)C([C@@H](N)[C@H](O)C)=O)N)C1=CC(OC2=CC=CC=C12)=O 4-(N-methyl-N-(3-L-threonyl-amino-4-methoxyphenyl)-amino)coumarin